N1(N=NC=C1)CCNC1=NC=C(C=C1)C#CC1=CC=C(C=C1)C1=CC(=NO1)CN1C(=NC=C1)[C@H](C)OC1OCCCC1 N-(2-(1H-1,2,3-triazol-1-yl)ethyl)-5-((4-(3-((2-((1S)-1-((tetrahydro-2H-pyran-2-yl)oxy)ethyl)-1H-imidazol-1-yl)methyl)isoxazol-5-yl)phenyl)ethynyl)pyridin-2-amine